tert-butyl 1''-(1-(2,6-dioxopiperidin-3-yl)-3-methyl-2-oxo-2,3-dihydro-1H-benzo[d]imidazol-5-yl)-[4,1':4',4''-terpiperidine]-1-carboxylate O=C1NC(CCC1N1C(N(C2=C1C=CC(=C2)N2CCC(CC2)C2CCN(CC2)C2CCN(CC2)C(=O)OC(C)(C)C)C)=O)=O